ClC=1C(=NC(=CC1)Cl)/C=N/NC1=CC=CC=C1 (E)-3,6-dichloro-2-((2-phenylhydrazono)methyl)pyridine